(1S,5R)-1-(2-chloro-4-fluorophenyl)-3-(4-(6-methoxypyridin-3-yl)-5-(trifluoromethyl)-4H-1,2,4-triazol-3-yl)-3-azabicyclo[3.1.0]hexane ClC1=C(C=CC(=C1)F)[C@]12CN(C[C@@H]2C1)C1=NN=C(N1C=1C=NC(=CC1)OC)C(F)(F)F